3-((4-(4-oxo-4,5,6,7-tetrahydro-1H-pyrazolo[4,3-c]pyridin-1-yl)pyridin-2-yl)methyl)-5-(trifluoromethyl)benzonitrile O=C1NCCC2=C1C=NN2C2=CC(=NC=C2)CC=2C=C(C#N)C=C(C2)C(F)(F)F